ClC=1C=C(C=C(C1OC=1C=C2C3(C(NC2=CC1)=O)C(C3)C)Cl)N3N=C(C(NC3=O)=O)NC(OC(C)(C)C)=O tert-butyl (2-(3,5-dichloro-4-((2-methyl-2'-oxospiro[cyclopropane-1,3'-indolin]-5'-yl)oxy)phenyl)-3,5-dioxo-2,3,4,5-tetrahydro-1,2,4-triazin-6-yl)carbamate